C1(=CC=CC=C1)CO[Si](OC)(C)C(C)(C)C phenyl-tertiary butyl-methyl-dimethoxysilane